ClC1=C(C(=O)N2COC3=C(C2)C=CC=C3C3=CC(=C(C(=O)O)C=C3F)N3CCOCC3)C(=CC(=C1)N1CCN(CC1)C1CCN(CC1)C)Cl 4-[3-[2,6-Dichloro-4-[4-(1-methylpiperidin-4-yl)piperazin-1-yl]benzoyl]-2,4-dihydro-1,3-benzoxazin-8-yl]-5-fluoro-2-morpholin-4-ylbenzoic acid